(S)-N-(3-(5-chloro-2-((3-methoxy-1-methyl-1H-pyrazol-4-yl)amino)pyrimidin-4-yl)-1H-indol-7-yl)-1-(methylsulfonyl)pyrrolidine-2-carboxamide ClC=1C(=NC(=NC1)NC=1C(=NN(C1)C)OC)C1=CNC2=C(C=CC=C12)NC(=O)[C@H]1N(CCC1)S(=O)(=O)C